BrC=1C=C(C=CC1)C(O)C1=CN=C(N1)C1=C(C=CC(=C1)OC=1C(=C2C=CN(C2=CC1F)S(=O)(=O)C1=CC=C(C)C=C1)C=C)F (3-Bromophenyl)(2-(2-fluoro-5-((6-fluoro-1-tosyl-4-vinyl-1H-indol-5-yl)oxy)phenyl)-1H-imidazol-5-yl)methanol